(-)-1-isobutyl-7-[4-(2-propoxyethoxy)phenyl]-N-[4-[[[1-propylimidazol-5-yl]methyl]sulfinyl]phenyl]-2,3-dihydro-1-benzazepine-4-carboxamide C(C(C)C)N1CCC(=CC2=C1C=CC(=C2)C2=CC=C(C=C2)OCCOCCC)C(=O)NC2=CC=C(C=C2)S(=O)CC2=CN=CN2CCC